4-(DIMETHYLCARBAMOYL)-3-FLUOROBENZENEBORONIC ACID CN(C(=O)C1=C(C=C(C=C1)B(O)O)F)C